ClC1=CC=C(C=C1)[C@@]1(N(C(C2=CC(=CC=C12)C(C(=O)NCCN(C)C)(C)O)=O)CC1=NC=C(C=C1)Cl)OC 2-[(1R)-1-(4-Chlorophenyl)-2-[(5-chloropyridin-2-yl)methyl]-1-methoxy-3-oxo-2,3-dihydro-1H-isoindol-5-yl]-N-[2-(dimethylamino)ethyl]-2-hydroxypropanamid